FC(C(=O)NC1CN(C1)C(=O)[O-])(F)F 3-(2,2,2-trifluoroacetamido)azetidine-1-carboxylate